CN1N=CC(=C1C)N1C=C(C=CC1=O)C(=O)OC Methyl 1-(1,5-dimethylpyrazol-4-yl)-6-oxo-pyridine-3-carboxylate